FC1=CC(=CC=2OCC(N(C21)C)=O)NC2=CC=C(C=C2)N2CCC(CC2)C(F)(F)F 5-fluoro-4-methyl-7-((4-(4-(trifluoromethyl)piperidin-1-yl)phenyl)amino)-2H-benzo[b][1,4]oxazin-3(4H)-one